5-amino-N-(2-methoxyethyl)-2-methylbenzamide NC=1C=CC(=C(C(=O)NCCOC)C1)C